5-iodo-2'-deoxycytidine IC=1C(=NC(N([C@H]2C[C@H](O)[C@@H](CO)O2)C1)=O)N